COC1=C(C=CC(=C1)OC)CNC(=O)C1=CC2=C(C(=N1)C=1N=C(OC1C(=O)OCC)C=1N(N=C(C1OCC1=CC=C(C=C1)OC)C)CC)C=NN2C ethyl 4-[6-[(2,4-dimethoxyphenyl)methylcarbamoyl]-1-methyl-pyrazolo[4,3-c]pyridin-4-yl]-2-[2-ethyl-4-[(4-methoxyphenyl)methoxy]-5-methyl-pyrazol-3-yl]-oxazole-5-carboxylate